tert-butyl (2S)-2-[methoxy(methyl)carbamoyl]morpholine-4-carboxylate CON(C(=O)[C@@H]1CN(CCO1)C(=O)OC(C)(C)C)C